N-(2,2,2-trifluoroethyl)-5-[[4-[5-(trifluoromethyl)-1,2,4-oxadiazol-3-yl]phenyl]methyl]-1,2,4-oxadiazole-3-carboxamide FC(CNC(=O)C1=NOC(=N1)CC1=CC=C(C=C1)C1=NOC(=N1)C(F)(F)F)(F)F